methyl 7-(2-aminoethoxy)heptanoate NCCOCCCCCCC(=O)OC